1-cyclopropyl-2-(6-(4,4-difluoropiperidin-1-yl)pyridazin-4-yl)-5,6-difluoro-1H-benzo[d]imidazole C1(CC1)N1C(=NC2=C1C=C(C(=C2)F)F)C2=CN=NC(=C2)N2CCC(CC2)(F)F